C(C)(C)(C)OC(=O)NCCOCCOC=1C=C2C(=CC=NC2=CC1)C(=O)OC methyl 6-(2-(2-((tert-butoxycarbonyl)amino)ethoxy)ethoxy)quinoline-4-carboxylate